NC=1C(=NC(=C(N1)C=1OC=CN1)C1=CN(C(C=C1)=O)C)C(=O)NCC1=C(C=CC=C1N1CCOCC1)F 3-amino-N-(2-fluoro-6-morpholinophenylmethyl)-6-(1-methyl-6-oxo-1,6-dihydropyridin-3-yl)-5-(oxazol-2-yl)pyrazine-2-carboxamide